CC(C)(C)C1=CC(=CC(=C1O)C(C)(C)C)CC2=CC(=C(C(=C2)C(C)(C)C)O)C(C)(C)C 4,4-Methylenebis(2,6-di-tert-butylphenol)